ClC1=CN=C2C(=N1)N(N=C2C#N)[C@H](C)C2=C(C=C(C=C2)Cl)Cl (R)-6-chloro-1-(1-(2,4-dichlorophenyl)ethyl)-1H-pyrazolo[3,4-b]pyrazine-3-carbonitrile